(Z)-3-((2-bromo-4-methylphenyl)amino)-2-nitroacrolein BrC1=C(C=CC(=C1)C)N\C=C(\C=O)/[N+](=O)[O-]